4-((3R)-1-(1-((5-(3,5-difluorophenyl)-6,7-dihydro-5H-pyrrolo[1,2-a]imidazol-2-yl)amino)-1-oxopropan-2-yl)-4,4-difluoropiperidin-3-yl)pyridine 1-oxide FC=1C=C(C=C(C1)F)C1CCC=2N1C=C(N2)NC(C(C)N2C[C@H](C(CC2)(F)F)C2=CC=[N+](C=C2)[O-])=O